FC1=NNC=C1C1=CC=C2C(=NN(C2=C1)C[C@H]1N(CC1)C)C(=O)[C@@H]1COC2=CC=C(C=C2C1)F (6-(3-Fluoro-1H-pyrazol-4-yl)-1-(((S)-1-methylazetidin-2-yl)methyl)-1H-indazol-3-yl)((S)-6-fluorochroman-3-yl)methanone